2-(6-bromo-3-(3-hydroxypropyl)-1-methyl-1H-indol-2-yl)-3-methoxyphenol BrC1=CC=C2C(=C(N(C2=C1)C)C1=C(C=CC=C1OC)O)CCCO